C(#N)C=1C=C(C=CC1)C=1N=C(SC1C=1C=C2C(=NC=NC2=CC1)C)NC(=O)N1CC2(CC1)NCCOC2 N-[4-(3-Cyanophenyl)-5-(4-methylquinazolin-6-yl)thiazol-2-yl]-9-oxa-2,6-diazaspiro[4.5]decane-2-carboxamide